ClC1=CC=C(C=C1)C=1N=CN(C1C1=CC=NC=C1)CC(=O)NC1COC2(CN(C2)C)C1 2-[4-(4-chlorophenyl)-5-(pyridin-4-yl)-1H-imidazol-1-yl]-N-{2-methyl-5-oxa-2-azaspiro[3.4]octan-7-yl}acetamide